3-methoxycarbonyl-α-trifluoromethylstyrene COC(=O)C=1C=C(C(=C)C(F)(F)F)C=CC1